ethyl hydrogen (7,8-dichloro-4-(1H-pyrazol-4-yl)quinolin-2-ylamino)methylphosphonate ClC1=CC=C2C(=CC(=NC2=C1Cl)NCP(OCC)(O)=O)C=1C=NNC1